N-((1s,4s)-4-(3,3-difluorocyclobutoxy)cyclohexyl)-8-fluoro-5,6-dihydrobenzo[f]imidazo[1,5-d][1,4]oxazepine-10-carboxamide FC1(CC(C1)OC1CCC(CC1)NC(=O)C=1C=C(C2=C(C=3N(CCO2)C=NC3)C1)F)F